FC(C(C(C(C(C(C(C(C(F)(F)F)(F)F)(F)F)(F)F)(F)F)(F)F)(F)F)(F)F)(F)C=C (perfluorononyl)ethylene